(Z)-1-(4-amino-2-fluorobut-2-en-1-yl)-N-methyl-4-(3-(methylsulfonyl)phenyl)-1H-benzo[d][1,2,3]triazole-6-carboxamide hydrochloride Cl.NC\C=C(\CN1N=NC2=C1C=C(C=C2C2=CC(=CC=C2)S(=O)(=O)C)C(=O)NC)/F